N1CC(C1)NC=1C(=C(C=CC1)SC=1N=CC(=NC1)N1CCC(CC1)(C)CNC(OC(C)(C)C)=O)Cl tert-butyl ((1-(5-((3-(azetidin-3-ylamino)-2-chlorophenyl)thio)pyrazin-2-yl)-4-methylpiperidin-4-yl)methyl)carbamate